3'-bromo-5'-chloro-2'-hydroxyacetophenone BrC=1C(=C(C=C(C1)Cl)C(C)=O)O